C(C)(=O)[C@@]1([C@H](O)O[C@H]([C@@H]([C@]1(O)C(C)=O)OC(C)=O)C)O 2,3,4-O-triacetyl-alpha-L-rhamnose